O1CCCC2=CC=C(C=C12)OC1=NC=CC(=C1)N1C(N[C@@](C1=O)(C)CC)=O |r| (SR)-3-(2-chroman-7-yloxy-4-pyridyl)-5-ethyl-5-methylimidazolidine-2,4-dione